4-(1-((3,3-difluorocyclopentyl)methyl)-3-isopropoxy-4-(trifluoromethyl)-1H-pyrazole-5-carboxamido)picolinamide FC1(CC(CC1)CN1N=C(C(=C1C(=O)NC1=CC(=NC=C1)C(=O)N)C(F)(F)F)OC(C)C)F